(S)-2-(6-(azepan-4-ylthio)-1,2,4-triazin-3-yl)-5-(1H-imidazol-1-yl)phenol N1CC[C@H](CCC1)SC1=CN=C(N=N1)C1=C(C=C(C=C1)N1C=NC=C1)O